benzyl (2-(3-(6-bromo-3-neopentyl-4-oxo-3,4-dihydroquinazolin-2-yl)-1-methylpiperidin-2-yl)ethyl)carbamate BrC=1C=C2C(N(C(=NC2=CC1)C1C(N(CCC1)C)CCNC(OCC1=CC=CC=C1)=O)CC(C)(C)C)=O